FC1=C(C=CC=C1F)CN1[C@H](CCC1=O)CC(=O)O 2-[(2R)-1-[(2,3-difluorophenyl)methyl]-5-oxopyrrolidin-2-yl]acetic acid